6-hydroxy-1,3,7-trimethyl-2-naphthoic acid OC=1C=C2C=C(C(=C(C2=CC1C)C)C(=O)O)C